BrC1=NC=C(C=C1)OC=1C=NC(=CC1)[N+](=O)[O-] 2-bromo-5-((6-nitropyridin-3-yl)oxy)pyridine